2-[3-(4-Chloro-phenyl)adamantane-1-carbonyl]-malonic acid dimethylester COC(C(C(=O)OC)C(=O)C12CC3(CC(CC(C1)C3)C2)C2=CC=C(C=C2)Cl)=O